N-(4-(5-(trifluoromethyl)-1,2,4-oxadiazol-3-yl)benzyl)pyrazin-2-amine FC(C1=NC(=NO1)C1=CC=C(CNC2=NC=CN=C2)C=C1)(F)F